O=C1NC(CCC1N1C2=C(C3=CC(=CC=C13)CCN1CCC(CC1)NC(OC(C)(C)C)=O)C=CC=N2)=O tert-butyl (1-(2-(9-(2,6-dioxopiperidin-3-yl)-9H-pyrido[2,3-b]indol-6-yl)ethyl)piperidin-4-yl)carbamate